4-(furo[3,2-c]pyridin-4-yl)-N-(pyridin-2-yl)benzamide O1C=CC=2C(=NC=CC21)C2=CC=C(C(=O)NC1=NC=CC=C1)C=C2